OCCN(C1=CC(=CC=C1)C)CCO N,N-bis-(2-hydroxyethyl)-3-methylaniline